O[C@H]1[C@@H]([C@@H]2[C@@H](OC[C@@H](CC2)C=2C=C(C(=O)OCC)C=CC2)C1)\C=C\[C@H](COC1=CC=CC=C1)O Ethyl 3-{(3S,5aR,6R,7R,8aS)-7-hydroxy-6-[(1E,3R)-3-hydroxy-4-phenoxy-1-buten-1-yl]octahydro-2H-cyclopenta[b]oxepin-3-yl}benzoate